1-[3-[6-(2-azaspiro[3.4]oct-2-yl)-3-pyridinyl]azetidine-1-carbonyl]pyrrolidine-3-sulfonic acid amide C1N(CC12CCCC2)C2=CC=C(C=N2)C2CN(C2)C(=O)N2CC(CC2)S(=O)(=O)N